[C@H]1(C[C@@H](CCC1)CO)CO (Cis-cyclohexane-1,3-diyl)dimethanol